tert-butyl N-[3-(4,4,5,5-tetramethyl-1,3,2-dioxaborolan-2-yl)cyclohex-3-en-1-yl]carbamate CC1(OB(OC1(C)C)C=1CC(CCC1)NC(OC(C)(C)C)=O)C